13-(((4,4-bis(octyloxy)butanoyl)oxy)methyl)-2,5-dimethyl-10-oxo-9,11-dioxa-2,5-diazatetradecan-14-yl (9Z,12Z)-octadeca-9,12-dienoate C(CCCCCCC\C=C/C\C=C/CCCCC)(=O)OCC(COC(OCCCN(CCN(C)C)C)=O)COC(CCC(OCCCCCCCC)OCCCCCCCC)=O